CC=1CC[C@H]([C@@H](C1)C=1C(=C(C(=CC1O)CCCCC)C=1C=NNC1)O)C(=C)C (1'R,2'R)-5'-methyl-4-pentyl-2'-(prop-1-en-2-yl)-3-(1H-pyrazol-4-yl)-1',2',3',4'-tetrahydro-[1,1'-biphenyl]-2,6-diol